Cl.CN1N=C(C2=CC=CC(=C12)N1CCNCC1)C1C(NC(CC1)=O)=O 3-(1-methyl-7-(piperazin-1-yl)-1H-indazol-3-yl)piperidine-2,6-dione hydrochloride